C(C)(C)(C)C1=CC(=C(C=C1)C=1C=C2CCN(C(C2=CC1)=O)C=1C=CC(=C(C1)NS(=O)(=O)C)OCOCCOC)N1C[C@@H](OCC1)C (S)-N-(5-(6-(4-(tert-butyl)-2-(2-methylmorpholino)phenyl)-1-oxo-3,4-dihydroisoquinolin-2(1H)-yl)-2-((2-methoxyethoxy)methoxy)phenyl)methanesulfonamide